9,9-dioctyl-9H-9-silafluorene C(CCCCCCC)[Si]1(C2=CC=CC=C2C=2C=CC=CC12)CCCCCCCC